ClC1=C2C(=NC=C1OC=1C=NN3C1C=NC(=C3)NC)N=C(N2C)NC=2C(N(C=C(C2)C(F)(F)F)C=2C=NN(C2)C)=O 3-((7-chloro-1-methyl-6-((6-(methylamino)pyrazolo[1,5-a]pyrazin-3-yl)oxy)-1H-imidazo[4,5-b]pyridin-2-yl)amino)-1-(1-methyl-1H-pyrazol-4-yl)-5-(trifluoromethyl)pyridin-2(1H)-one